C1=CC=C(C=C1)N=NF fluoroazobenzene